2-(4-carbamoyl-2-fluorophenyl)-2-methylpropanoic acid C(N)(=O)C1=CC(=C(C=C1)C(C(=O)O)(C)C)F